NC1=CC=C(C=C1)NC(C1=C(C(=C(C(=O)NC2=CC=C(C=C2)N)C(=C1F)F)F)F)=O bis(4-aminophenyl)-2,3,5,6-tetrafluoroterephthalamide